ClN[C@@H](CC1=CNC=N1)C(=O)O N-chlorohistidine